FC=1C(=C(C(=CC1)[N+](=O)[O-])C=1CCN(CC1)C(=O)OC(C)(C)C)C tert-butyl 4-(3-fluoro-2-methyl-6-nitrophenyl)-3,6-dihydropyridine-1(2H)-carboxylate